C(C(O)C)(=O)OCC Lactic acid, ethyl ester